[Si](C)(C)(C(C)(C)C)OCC(C=1NC2=C(N1)C(=C1C(=C2F)CC(C1)CO)F)N(C(OC(C)(C)C)=O)C.SC=C mercapto ethylene tert-butyl N-[(2R)-2-[tert-butyl(dimethyl)silyl]oxy-1-[4,8-difluoro-6-(hydroxymethyl)-3,5,6,7-tetrahydrocyclopenta[f]benzimidazol-2-yl]ethyl]-N-methyl-carbamate